C[C@H]1[C@H](CN(CC1)C(CC#N)=O)N(C=1C2=C(N=CN1)NC=C2)C 3-[(3R,4R)-4-methyl-3-[methyl-(7H-pyrrolo[2,3-d]pyrimidin-4-yl)amino]piperidin-1-yl]-3-oxopropionitrile